tert-butyl 4-(5-cyanopyridin-2-yl)-1-methyl-1H-pyrazole-3-carboxylate C(#N)C=1C=CC(=NC1)C=1C(=NN(C1)C)C(=O)OC(C)(C)C